5-(4-chlorobenzyl)-8-isopropyl-2-(thiazol-4-yl)-2,5,8-triazaspiro[3.5]-nonane-6,9-dione ClC1=CC=C(CN2C3(CN(C3)C=3N=CSC3)C(N(CC2=O)C(C)C)=O)C=C1